7-methoxy-furo[3,2-b]pyridine-2-carboxylic acid COC1=C2C(=NC=C1)C=C(O2)C(=O)O